CS(=O)(=O)C1CN(CC1)C1=NC=C(C=N1)C1=CC2=C(N=C3COC[C@@H](N32)C3=CC=CC=C3)C=C1 (4S)-7-(2-(3-(methylsulfonyl)pyrrolidin-1-yl)pyrimidin-5-yl)-4-phenyl-3,4-dihydro-1H-benzo[4,5]imidazo[2,1-c][1,4]oxazine